BrC1=C(C=C2C=NN(C2=C1)CC(=O)OC(C)(C)C)F tert-butyl 2-(6-bromo-5-fluoro-1H-indazol-1-yl)acetate